3-(4-((8-((4-(4-acryloylpiperazin-1-yl)-6-chloro-8-fluoro-7-(3-hydroxynaphthalen-1-yl)quinazolin-2-yl)amino)octyl)-amino)-1-oxoisoindolin-2-yl)piperidine-2,6-dione C(C=C)(=O)N1CCN(CC1)C1=NC(=NC2=C(C(=C(C=C12)Cl)C1=CC(=CC2=CC=CC=C12)O)F)NCCCCCCCCNC1=C2CN(C(C2=CC=C1)=O)C1C(NC(CC1)=O)=O